C[C@]12CC[C@@H](C([C@@H]1CC[C@@]3([C@@H]2CC=C4[C@]3(CC[C@@]5([C@H]4C[C@](C[C@@H]5O)(C)C(=O)O)C)C)C)(C)C)O The molecule is a pentacyclic triterpenoid with formula C30H48O4, originally isolated from Tripterygium hypoglaucum. It has a role as a plant metabolite. It is a pentacyclic triterpenoid, a hydroxy monocarboxylic acid and a diol. It derives from a hydride of an oleanane.